NCCNCCC[SiH](OC)OC N-(2-Aminoethyl)-3-amino-propyldimethoxysilan